6-(4-(4-isopropylpiperazin-1-yl)phenyl)-1-methyl-2-(4-(methylsulfonyl)phenyl)-N-(4-(morpholinomethyl)benzyl)-1H-benzo[d]imidazol-4-amine C(C)(C)N1CCN(CC1)C1=CC=C(C=C1)C=1C=C(C2=C(N(C(=N2)C2=CC=C(C=C2)S(=O)(=O)C)C)C1)NCC1=CC=C(C=C1)CN1CCOCC1